COC=1C=C(C=CC1NCC#CC=1N(C2=CC=CC(=C2C1)NC1CCC(CC1)N(CCO)CCO)CC(F)(F)F)S(=O)(=O)N 3-methoxy-4-{[3-(4-{[(1S,4S)-4-[bis(2-hydroxyethyl)amino]cyclohexyl]amino}-1-(2,2,2-trifluoroethyl)-1H-indol-2-yl)prop-2-yn-1-yl]amino}benzene-1-sulfonamide